benzyl N-(oxiran-2-ylmethyl)carbamate O1C(C1)CNC(OCC1=CC=CC=C1)=O